The molecule is a member of the class of hydroxybiphenyls that is biphenyl substituted by a hydroxy group at position 2. It is generally used as a post-harvest fungicide for citrus fruits. It has a role as an environmental food contaminant and an antifungal agrochemical. It derives from a hydride of a biphenyl. C1=CC=C(C=C1)C2=CC=CC=C2O